C(C)(C)(C)C=1C2=C(N=C(N1)C=1C(=NC=CC1)F)C(=CN2C(=O)OC(CN)(C)C2=CC=C(C=C2)Cl)CC2=CC=C(C=C2)C=2N(C=C(N2)C(F)(F)F)C 1-amino-2-(4-chlorophenyl)propan-2-ol tert-butyl-2-(2-fluoropyridin-3-yl)-7-([4-[1-methyl-4-(trifluoromethyl)imidazol-2-yl]phenyl]methyl)pyrrolo[3,2-d]pyrimidine-5-carboxylate